C(C)OC1=CC=C(C=N1)C(NC(CCCC)=O)C1=CC(=C2C=CC=NC2=C1O)[N+](=O)[O-] N-[(6-ethoxypyridin-3-yl)(8-hydroxy-5-nitroquinolin-7-yl)methyl]pentanamide